(2S,3S)-tert-butyl-3-ethyl-2-(((S)-1-methoxy-1-oxo-3-((S)-2-oxopyrrolidin-3-yl)propan-2-yl)carbamoyl)azetidine-1-carboxylate C(C)(C)(C)OC(=O)N1[C@@H]([C@H](C1)CC)C(N[C@H](C(=O)OC)C[C@H]1C(NCC1)=O)=O